5-(4-((6-methyl-5-nitropyridin-2-yl)oxy)phenyl)thiazole CC1=C(C=CC(=N1)OC1=CC=C(C=C1)C1=CN=CS1)[N+](=O)[O-]